(R or S)-2-(3-((R or S)-1-(((S)-phenyl((R)-1,2,3,4-tetrahydro-1,5-naphthyridin-3-yl)methyl)amino)propan-2-yl)phenyl)propanoic acid C1(=CC=CC=C1)[C@H]([C@H]1CNC2=CC=CN=C2C1)NC[C@H](C)C=1C=C(C=CC1)[C@H](C(=O)O)C |o1:19,27|